C1(C=CC(CC1)C(C)(C)O)(C)O p-menth-2-ene-1,8-diol